C(C)(C)(C)OC(=O)N1C[C@@H](CC1)N(C(=O)C=1NC(=CC1)C=1C=NN(C1)C1=CC=CC=C1)CCC (R)-3-(5-(1-phenyl-1H-pyrazol-4-yl)-N-propyl-1H-pyrrole-2-carboxamido)pyrrolidine-1-carboxylic acid tert-butyl ester